C(C)(C)(C)OC(=O)N1C(CN(CC1)C(=O)OCC1=CC=CC=C1)CN1C(C2=CC=CC=C2C1=O)=O 2-((1,3-dioxoisoindolin-2-yl)methyl)piperazine-1,4-dicarboxylic acid 4-benzyl 1-tert-butyl ester